((1-((2-(trimethylsilyl) ethoxy) methyl)-1H-pyrazol-4-yl) oxy) methacrylate C(C(=C)C)(=O)OOC=1C=NN(C1)COCC[Si](C)(C)C